methyl-sulfonic acid aluminum salt [Al+3].CS(=O)(=O)[O-].CS(=O)(=O)[O-].CS(=O)(=O)[O-]